C(C)(C)(C)OC(=O)N1[C@@]2([C@@H]([C@@H](C[C@]1(CC2)C)NC2=NC=C(N=C2)Cl)F)C |r| racemic-(1s,2r,3r,5r)-3-[(5-chloropyrazin-2-yl)amino]-2-fluoro-1,5-dimethyl-8-azabicyclo[3.2.1]octane-8-carboxylic acid tert-butyl ester